N-(5-fluoro-4'-((4-methoxy-6-(methylsulfonyl)pyridin-2-yl)amino)-[2,3'-bipyridin]-6'-yl)acetamide FC=1C=CC(=NC1)C=1C=NC(=CC1NC1=NC(=CC(=C1)OC)S(=O)(=O)C)NC(C)=O